2-(2-ethylhexanoyloxy)phenol C(C)C(C(=O)OC1=C(C=CC=C1)O)CCCC